tert-butyl 2-(2-((7-(3-(aminomethyl)phenyl)-5-(((cyclopropylmethyl)amino)methyl)benzofuran-2-yl)methoxy)phenyl)acetate NCC=1C=C(C=CC1)C1=CC(=CC=2C=C(OC21)COC2=C(C=CC=C2)CC(=O)OC(C)(C)C)CNCC2CC2